CC1=NN(C2=NC(=NC=C21)N2CC1(CN(C1)C1=CC(=NC=C1)C(F)(F)F)CC2)C2COC2 3-methyl-1-(oxetan-3-yl)-6-(2-(2-(trifluoromethyl)pyridin-4-yl)-2,6-diazaspiro[3.4]octan-6-yl)-1H-pyrazolo[3,4-d]pyrimidine